FC=1C=C2C(C(N(C2=CC1)C)=O)(C)CC(=O)OC methyl 2-(5-fluoro-1,3-dimethyl-2-oxoindolin-3-yl)acetate